Sulphosuccinic acid bis-cyclohexyl ester C1(CCCCC1)OC(C(CC(=O)OC1CCCCC1)S(=O)(=O)O)=O